C(C)(C)C=1C=CC(=C(C1)S(=O)(=O)NC1=NOC2=C1C(=CC(=C2)CN2N=CC(=C2)CNS(=O)(=O)C)OC)OC 5-isopropyl-2-methoxy-N-(4-methoxy-6-((4-(methylsulfonamidomethyl)-1H-pyrazol-1-yl)methyl)benzo[d]isoxazol-3-yl)benzenesulfonamide